3-methyl-1,1-dioxathietane CC1SOC1